2,2,3,3,3-pentafluoropropanamidine FC(C(=N)N)(C(F)(F)F)F